tert-Butyl (4-((2-(methylthio)-5-(4,4,5,5-tetramethyl-1,3,2-dioxaborolan-2-yl)phenyl)carbamoyl)oxazol-2-yl)carbamate CSC1=C(C=C(C=C1)B1OC(C(O1)(C)C)(C)C)NC(=O)C=1N=C(OC1)NC(OC(C)(C)C)=O